tert-butyl (4-(3-((4-(((5-fluoro-2-((((1r,4r)-4-hydroxycyclohexyl)thio)methyl)-4-oxo-3,4-dihydroquinazolin-7-yl)oxy)methyl)piperidin-1-yl)methyl)cyclobutoxy)phenyl)carbamate FC1=C2C(NC(=NC2=CC(=C1)OCC1CCN(CC1)CC1CC(C1)OC1=CC=C(C=C1)NC(OC(C)(C)C)=O)CSC1CCC(CC1)O)=O